FC1(C2(CC1(C2)CNC2=C(C=CC=C2)C(C)C)C(=O)OC)F methyl 2,2-difluoro-3-(((2-isopropylphenyl)amino)methyl)bicyclo[1.1.1]pentane-1-carboxylate